titanium carbon tin [Sn].[C].[Ti]